1,1-bis-(4-fluorophenyl)-acetone FC1=CC=C(C=C1)C(C(=O)C)C1=CC=C(C=C1)F